The molecule is a 1-octadecanoyl-2-octadecenoyl-sn-glycero-3-phosphocholine in which the acyl groups specified at positions 1 and 2 are octadecanoyl and (11Z)-octadecenoyl respectively. It derives from a cis-vaccenic acid. CCCCCCCCCCCCCCCCCC(=O)OC[C@H](COP(=O)([O-])OCC[N+](C)(C)C)OC(=O)CCCCCCCCC/C=C\\CCCCCC